1-ethyl-1,4-diaminobutane C(C)C(CCCN)N